C1(=CC=CC=C1)C(CN(C(C#C)=O)CC(=O)NC(C)C)C1=CC=CC=C1 N-(2,2-Diphenylethyl)-N-[2-(isopropylamino)-2-oxo-ethyl]prop-2-ynamide